COC1=CC=C(OC2CN(CC2)C(=O)OC(C)(C)C)C=C1 tert-butyl 3-(4-methoxyphenoxy)pyrrolidine-1-carboxylate